(S)-ethyl 2-(1-(tert-butoxycarbonyl) pyrrolidin-2-yl)-1-(methylamino)-4-(4-((4-methylpyridin-2-yl) carbamoyl) phenyl)-1H-imidazole-5-carboxylate C(C)(C)(C)OC(=O)N1[C@@H](CCC1)C=1N(C(=C(N1)C1=CC=C(C=C1)C(NC1=NC=CC(=C1)C)=O)C(=O)OCC)NC